1-(4-(6-chloro-8-fluoro-7-(5-methyl-1H-indazol-4-yl)quinazolin-4-yl)-2-methyl-piperazin-1-yl)prop-2-en-1-one ClC=1C=C2C(=NC=NC2=C(C1C1=C2C=NNC2=CC=C1C)F)N1CC(N(CC1)C(C=C)=O)C